Cl.Cl.N[C@H](CC1=C(C=2N=C(N=C(C2S1)NCC=1OC=CC1C)Cl)C)C 6-[(2S)-2-aminopropyl]-2-chloro-7-methyl-N-[(3-methylfuran-2-yl)methyl]thieno[3,2-d]pyrimidin-4-amine dihydrochloride